The molecule is an N-acyl-15-methylhexadecasphing-4-enine in which the acyl group has 28 carbons and 0 double bonds and is 2-hydroxylated. It derives from a 15-methylhexadecasphing-4-enine. CCCCCCCCCCCCCCCCCCCCCCCCCCC(C(=O)N[C@@H](CO)[C@@H](/C=C/CCCCCCCCCC(C)C)O)O